7-((2-(2,6-dioxopiperidin-3-yl)-1-oxoisoindolin-4-yl)amino)heptane-1-sulfonic acid O=C1NC(CCC1N1C(C2=CC=CC(=C2C1)NCCCCCCCS(=O)(=O)O)=O)=O